C(CCCCCCCCCCCCCCC)(=O)OC1CC(NC(C1)(C)C)(C)C 2,2,6,6-tetramethyl-4-piperidyl hexadecanoate